(2,5-difluorophenyl)pyrrolidine hydrochloride Cl.FC1=C(C=C(C=C1)F)N1CCCC1